ClC1=CC=C2C(=N1)NC=C2F 6-chloro-3-fluoro-1H-pyrrolo[2,3-b]pyridine